N1=C(C=CC=C1)C=1C(=NC=CN1)C(C)=O 1-[3-(2-pyridyl)-pyrazin-2-yl]-ethanone